(S)-2-allyl-6-((4-((2-hydroxy-1-phenylethyl)amino)-5-(5-methyl-1,3,4-oxadiazol-2-yl)pyrimidin-2-yl)amino)-1-isopropyl-1,2-dihydro-3H-pyrazolo[3,4-b]pyridin-3-one C(C=C)N1N(C2=NC(=CC=C2C1=O)NC1=NC=C(C(=N1)N[C@H](CO)C1=CC=CC=C1)C=1OC(=NN1)C)C(C)C